4-[3-Hydroxy-6-(1-methyl-1H-pyrazol-4-yl)-pyridin-2-yl]-4-oxo-butyric acid ethyl ester C(C)OC(CCC(=O)C1=NC(=CC=C1O)C=1C=NN(C1)C)=O